NC=1C=2N(C=CN1)C(=NC2Cl)C(C)C=2C(=C(C(=C(C2)Cl)F)C=2C=CC(NC2)=O)OC(C)C 5-(3-(1-(8-amino-1-chloroimidazo[1,5-a]pyrazin-3-yl)ethyl)-5-chloro-6-fluoro-2-isopropoxyphenyl)pyridin-2(1H)-one